ClC1=CC=C(C=C1)C1=CC=C(O1)C=C1C(C2=CC=CC=C2C1=O)=O 2-[[5-(4-Chlorophenyl)-2-furanyl]methylene]-1H-indene-1,3(2H)-dione